BrC=1C=C2C(N(C(C2=C(C1)F)(OCC1(CC1)C(=O)N)C1=CC=C(C=C1)Cl)CC1=NC=C(C=C1)Cl)=O 1-[5-bromo-1-(4-chloro-phenyl)-2-(5-chloro-pyridin-2-ylmethyl)-7-fluoro-3-oxo-2,3-dihydro-1H-isoindol-1-yloxymethyl]Cyclopropanecarboxylic acid amide